OC1CC(N(C1)C([C@H](C(C)C)N1C=NC(=C1)C)=O)C(=O)N[C@@H](C)C1=CC=C(C=C1)C1=C(N=NS1)CO 4-hydroxy-N-[(1S)-1-{4-[4-(hydroxymethyl)-1,2,3-thiadiazol-5-yl]phenyl}ethyl]-1-[(2S)-3-methyl-2-(4-methyl-1H-imidazol-1-yl)butanoyl]pyrrolidine-2-carboxamide